CC1=NN2C(N=C(C=C2N(CCC)CC2=CC=C(C=C2)C=2N=C(SC2)NC)C)=C1C=1C(=CC(=NC1)N(C)C)C 5-{2,5-dimethyl-7-[({4-[2-(methylamino)-1,3-thiazol-4-yl]phenyl}methyl)(propyl)amino]pyrazolo[1,5-a]pyrimidin-3-yl}-N,N,4-trimethylpyridin-2-amine